Difluorodisilane F[SiH]([SiH3])F